5-oxododecanoate O=C(CCCC(=O)[O-])CCCCCCC